CC1=CC(=NC(=C1N1CCNCC1)C)N1CC=2C(=NC=CC2C1=O)C1=C(C=CC=C1OC)F 2-(4,6-dimethyl-5-(piperazin-1-yl)pyridin-2-yl)-4-(2-fluoro-6-methoxyphenyl)-2,3-dihydro-1H-pyrrolo[3,4-c]pyridin-1-one